C1(CC1)[C@H]1C(NC=2C(=NC(=NC2N1C)NCC=1C=NN(C1)CC1=CC(=C(C(=C1)F)F)F)C)=O (S)-7-cyclopropyl-4,8-dimethyl-2-(((1-(3,4,5-trifluorobenzyl)-1H-pyrazol-4-yl)methyl)amino)-7,8-dihydropteridin-6(5H)-one